C(CCCCCCCCCCCCCCCCCC)C(CO)CCCCCCCCCCCCCCCCCCCCC 2-nonadecyl-1-tricosanol